C(CCC(=O)O)(=O)O.C(CCCCCCCCCCCCCCC)(=O)C(C(C(O)C(CCCCCCCCCCCCCCC)=O)O)O dipalmitoyl-glycerol succinate